(2-hydroxyethyl)trimethylammonium chloride [Cl-].OCC[N+](C)(C)C